FC1=CC=C(C=C1)C=1C(CC(NN1)=O)C1=CC=CC=C1 6-(4-fluorophenyl)-5-phenyl-4,5-dihydropyridazin-3(2H)-one